N-(3-chloro-2-fluorophenyl)-6-nitro-7-((3-(oxetan-3-yl)-3-azabicyclo[3.1.0]hexan-1-yl)ethynyl)quinazolin-4-amine ClC=1C(=C(C=CC1)NC1=NC=NC2=CC(=C(C=C12)[N+](=O)[O-])C#CC12CN(CC2C1)C1COC1)F